5-bromo-N-tert-butyl-4-(methylthio)pyrimidin-2-amine BrC=1C(=NC(=NC1)NC(C)(C)C)SC